(4-{4-[2-fluoro-3-(propane-1-sulfonamido)phenyl]-2-[2-methyl-1-(oxan-4-ylformamido)propan-2-yl]-1,3-thiazol-5-yl}pyrimidin-2-yl)carbamate FC1=C(C=CC=C1NS(=O)(=O)CCC)C=1N=C(SC1C1=NC(=NC=C1)NC([O-])=O)C(CNC(=O)C1CCOCC1)(C)C